C1OC2=CC=C(C=C2O1)C(C(=O)O)=O 4-methylenedioxy-phenylglyoxylic acid